5-(4-piperidyl)pentyl 1-carbamate C(N)(OCCCCCC1CCNCC1)=O